4-chloro-1-(phenylsulfonyl)-1H-pyrrolo[3,2-c]Pyridine ClC1=NC=CC2=C1C=CN2S(=O)(=O)C2=CC=CC=C2